ClC=1C=C(C=C(C1OCCCCl)Cl)C(C)(C)C1=CC=C(CNC(CNS(=O)(=O)C)=O)C=C1 N-(4-(2-(3,5-dichloro-4-(3-chloropropoxy)phenyl)propan-2-yl)benzyl)-2-(methylsulfonamido)acetamide